7-chloro-1-isopropyl-2,6-naphthyridine-4-carbonitrile ClC1=NC=C2C(=CN=C(C2=C1)C(C)C)C#N